C(C1=CC=CC=C1)(C1=CC=CC=C1)(C1=CC=CC=C1)SCCN 2-(Tritylthio)ethan-1-amine